3-(aminomethyl)-2-fluoro-N,N-dimethylaniline NCC=1C(=C(N(C)C)C=CC1)F